C1(=CC=CC=C1)S(=O)(=O)N1C=C(C=2C1=NC(=CC2)C2=NOC(=N2)C)C2=NC(=NC=C2C(F)(F)F)N[C@@H]2CC[C@H](N(C2)C(=O)OCC2=CC=CC=C2)C Benzyl (2R,5R)-5-[[4-[1-(benzenesulfonyl)-6-(5-methyl-1,2,4-oxadiazol-3-yl) pyrrolo[2,3-b]pyridin-3-yl]-5-(trifluoromethyl)pyrimidin-2-yl]amino]-2-methyl-piperidine-1-carboxylate